(1R,3S)-3-(3-{[(4-methyl-1,3-thiazol-5-yl)acetyl]amino}-1H-pyrazol-5-yl)cyclopentyl (2S)-butan-2-ylcarbamate C[C@@H](CC)NC(O[C@H]1C[C@H](CC1)C1=CC(=NN1)NC(CC1=C(N=CS1)C)=O)=O